tert-butyl (R)-4-hydroxy-4-(((2-(8-methyl-6-(2-phenylpropoxy)-[1,2,4]triazolo[1,5-a]pyridin-2-yl)ethyl)amino)methyl)piperidine-1-carboxylate OC1(CCN(CC1)C(=O)OC(C)(C)C)CNCCC1=NN2C(C(=CC(=C2)OC[C@H](C)C2=CC=CC=C2)C)=N1